N-(4-cyanobenzyl)-8-((1-((1-(hydroxymethyl)cyclopropyl)sulfonyl)cyclopropyl)methoxy)-1-methyl-2-oxo-1,2-dihydro-1,7-naphthyridine-3-carboxamide C(#N)C1=CC=C(CNC(=O)C=2C(N(C3=C(N=CC=C3C2)OCC2(CC2)S(=O)(=O)C2(CC2)CO)C)=O)C=C1